BrC1=CC=C2C(NN=C(C2=C1)C=NS(=O)C(C)(C)C)=O N-[(7-bromo-4-oxo-3H-phthalazin-1-yl)methylene]-2-methyl-propane-2-sulfinamide